4-(4-(3-(5-chloropyridin-2-yl)-3,8-diazabicyclo[3.2.1]octan-8-yl)-4-oxobutyl)phthalazin-1(2H)-one ClC=1C=CC(=NC1)N1CC2CCC(C1)N2C(CCCC2=NNC(C1=CC=CC=C21)=O)=O